CC=1C2(C3=C(C=CC=C3C1)C)CCC1(CC2)OCCO1 2'',7''-dimethyldispiro[[1,3]dioxolane-2,1'-cyclohexane-4',1''-indene]